CN(CC(=O)C1=CC=C(C=C1)N1N=C(C=C1)[N+](=O)[O-])C 2-(dimethylamino)-1-[4-(3-nitropyrazol-1-yl)phenyl]ethanone